2-((5-isopropyl-1H-pyrazol-3-yl)amino)-N-methyl-4-morpholinofuro[3,2-d]pyrimidine-6-carboxamide C(C)(C)C1=CC(=NN1)NC=1N=C(C2=C(N1)C=C(O2)C(=O)NC)N2CCOCC2